C=1N=CN2C1C1=CC=CC=C1C2C2CCN(CC2)C(=O)OC(C)(C)C tert-butyl 4-(5H-imidazo[5,1-a]isoindol-5-yl)piperidine-1-carboxylate